COC(C(C(=O)OC)[C@@H](C[N+](=O)[O-])C1=C(C=C(C=C1)OC)Cl)=O |o1:8| (R*)-2-[1-(2-chloro-4-methoxyphenyl)-2-nitroethyl]malonic acid dimethyl ester